[N+](=O)([O-])C1=CC=C(C=C1)OC=1C=C2C=CCC2=CC1OC1=CC=C(C=C1)[N+](=O)[O-] 5,6-bis(4-nitrophenyloxy)-indene